tin ethylenediamine tetramethylene phosphonate P1(OCCCCO1)=O.C(CN)N.[Sn]